1-(ethoxycarbonylmethyl)-pyridinium chloride [Cl-].C(C)OC(=O)C[N+]1=CC=CC=C1